O1C=C(C2=C1C=CC=C2)C[C@H](NC(C(NC=2C(=NC=CC2)Cl)=O)=O)B(O)O (R)-(2-(benzofuran-3-yl)-1-(2-oxo-2-((2-chloropyridin-3-yl)amino)acetamido)ethyl)boronic acid